di(t-butyl)hydroxyphenylaminobisoctylthiotriazine C(C)(C)(C)C(CCCCCCCSC1=NN=NC(=C1NC1=CC=CC=C1)SCCCCCCCC)(O)C(C)(C)C